BrC1=CC(=C(C=C1)S(=O)(C)=N)C(F)(F)F [4-bromo-2-(trifluoromethyl)phenyl]-imino-methyl-oxo-λ6-sulfane